BrC=1C=C(C=CC1)N(C1=NC(=NC2=CC(=CC=C12)Cl)NN)C N-(3-bromophenyl)-7-chloro-2-hydrazinyl-N-methylquinazolin-4-amine